perfluorododecyl-trimethoxysilane FC(O[Si](OC(F)(F)F)(OC(F)(F)F)C(C(C(C(C(C(C(C(C(C(C(C(F)(F)F)(F)F)(F)F)(F)F)(F)F)(F)F)(F)F)(F)F)(F)F)(F)F)(F)F)(F)F)(F)F